N-(5-((5-chlorothiophene-2-yl)methyl)pyridin-2-yl)-1-methyl-6-oxo-1,4,5,6-tetrahydropyridazine-3-carboxamide ClC1=CC=C(S1)CC=1C=CC(=NC1)NC(=O)C1=NN(C(CC1)=O)C